FC(C(=O)O)(F)F.C1(=CC=CC=C1)C#CC(=O)N1CCNCC1 3-phenyl-1-(piperazin-1-yl)prop-2-yn-1-one trifluoroacetate salt